tert-butyl ((S)-3-(cyclopent-1-en-1-yl)-1-((R)-2-methyloxiran-2-yl)-1-oxopropan-2-yl)carbamate C1(=CCCC1)C[C@@H](C(=O)[C@@]1(OC1)C)NC(OC(C)(C)C)=O